(4-((1-methyl-1H-pyrazol-3-yl)methoxy)phenyl)boronic acid CN1N=C(C=C1)COC1=CC=C(C=C1)B(O)O